NC=1C2=C(N=CN1)N(C=C2C=2SC1=C(C2)C=C(C=C1OC)C)C1CN(CCC1)C(C=C)=O 1-(3-(4-amino-5-(7-methoxy-5-methylbenzothien-2-yl)-7H-pyrrolo[2,3-d]pyrimidin-7-yl)piperidin-1-yl)prop-2-en-1-one